N-(5-(2-((1R,4S)-2-azabicyclo[2.2.1]heptan-2-yl)acetamido)-2-methylpyridin-3-yl)-6-(1-methyl-1H-pyrazol-4-yl)pyrazolo[1,5-a]pyrazine [C@@H]12N(C[C@@H](CC1)C2)CC(=O)NC=2C=C(C(=NC2)C)N2CC=C1N2C=C(N=C1)C=1C=NN(C1)C